FC=1C=C2C=C(NC2=CC1OCC1=NOC=C1)CNC(=O)N1CC(CC1)C N-((5-fluoro-6-(isoxazol-3-ylmethoxy)-1H-indol-2-yl)methyl)-3-methylpyrrolidine-1-carboxamide